tert-butyl (R)-2-(((1-((2-(trimethylsilyl)ethoxy)methyl)-1H-pyrazol-4-yl)oxy)methyl)azetidine-1-carboxylate C[Si](CCOCN1N=CC(=C1)OC[C@@H]1N(CC1)C(=O)OC(C)(C)C)(C)C